The molecule is a carboxylic ester that is a modified acyl glycerol with oleyl and linoleyl entities at C-1 and C-2, respectively, and an aniline moiety at C-3. It derives from a PAP, an oleic acid and a linoleic acid. CCCCCCCC/C=C\\CCCCCCCC(=O)OCC(NC1=CC=CC=C1)OC(=O)CCCCCCC/C=C\\C/C=C\\CCCCC